6-((4-chloro-2-fluorophenoxy)methyl)pyridine ClC1=CC(=C(OCC2=CC=CC=N2)C=C1)F